NC=1C=C(C=NC1)N1C(C2(CC1)CCN(CC2)C(=O)OC(C)(C)C)=O tert-butyl 2-(5-amino-3-pyridyl)-1-oxo-2,8-diazaspiro[4.5]decane-8-carboxylate